6-chloro-2-(methoxymethyl)pyrimidin-4-ol ClC1=CC(=NC(=N1)COC)O